(1S,4R)-2-((2-methoxyethyl)amino)-7-azabicyclo[2.2.1]heptane-7-carboxylic acid tert-butyl ester C(C)(C)(C)OC(=O)N1[C@@H]2C(C[C@H]1CC2)NCCOC